N1(C=NC=C1)CC=1C=C(C=NC1)C=1NC2=C(N1)C=CC=C2 2-[5-(IMIDAZOLE-1-YLMETHYL)PYRIDINE-3-YL]BENZIMIDAZOLE